bis(triphenylphosphine) ammonium nitrite N(=O)[O-].[NH4+].C1(=CC=CC=C1)P(C1=CC=CC=C1)C1=CC=CC=C1.C1(=CC=CC=C1)P(C1=CC=CC=C1)C1=CC=CC=C1